endo-4-(4-chlorobenzyl)-2-(3-(pyridazin-4-yl)-1H-pyrazol-5-yl)-2-azabicyclo[3.1.0]hexan-3-one ClC1=CC=C(CC2C(N(C3CC23)C2=CC(=NN2)C2=CN=NC=C2)=O)C=C1